BrC1=NN(C(=C1C=O)Br)C 3,5-dibromo-1-methyl-1H-pyrazole-4-carbaldehyde